tert-butyl 3-(aminomethyl)-4-(benzyloxy)-3-hydroxypyrrolidine-1-carboxylate NCC1(CN(CC1OCC1=CC=CC=C1)C(=O)OC(C)(C)C)O